5-((3-methyl-4-(oxetan-3-yl)piperazin-1-yl)benzo[d]isoxazol-3-yl)dihydropyrimidine-2,4(1H,3H)-dione CC1CN(CCN1C1COC1)C1=CC=CC2=C1C(=NO2)C2C(NC(NC2)=O)=O